trans-4-(3-(4-((4-(methylsulfonyl)piperazin-1-yl)methyl)styryl)-1H-indazol-6-yl)pyrimidin-2-amine CS(=O)(=O)N1CCN(CC1)CC1=CC=C(/C=C/C2=NNC3=CC(=CC=C23)C2=NC(=NC=C2)N)C=C1